ethyl-3-(3-dimethylaminopropyl)-carbodiimide, hydrochloride Cl.C(C)N=C=NCCCN(C)C